(2R)-3-{4-[(2-{3-[(4-methanesulfonyl-2-methoxyphenyl)amino]prop-1-yn-1-yl}-1-(2,2,2-trifluoroethyl)-1H-indol-4-yl)amino]piperidin-1-yl}propane-1,2-diol CS(=O)(=O)C1=CC(=C(C=C1)NCC#CC=1N(C2=CC=CC(=C2C1)NC1CCN(CC1)C[C@H](CO)O)CC(F)(F)F)OC